COC=1C=C(C(=O)C2=C(OC3=CC=C(C=C3C2=O)F)C(=O)NCCC=[N+](C)C)C=CC1OC 3-(3,4-Dimethoxybenzoyl)-N-(3-(dimethyliminio)propyl)-6-fluoro-4-oxo-4H-chromene-2-carboxamide